FC=1C=C(C=CC1C1=C2CNC(C2=C(C=C1)C=1NC(=CN1)C)=O)NC(=O)NC1=C(C(=CC=C1F)F)F 1-{3-fluoro-4-[7-(5-methyl-1H-imidazol-2-yl)-1-oxo-2,3-dihydro-1H-isoindol-4-yl]-phenyl}-3-(2,3,6-trifluoro-phenyl)-urea